NC1=NC=CC(=C1Cl)SC=1C=2N(C(=NC1)N1CCC3(CCNCC3NC(OC(C)(C)C)=O)CC1)C=NN2 tert-butyl (9-(8-((2-amino-3-chloropyridin-4-yl)thio)-[1,2,4]triazolo[4,3-c]pyrimidin-5-yl)-3,9-diazaspiro[5.5]undecane-1-yl)carbamate